6-(hept-2-yl)-1-isopropyl-1H-pyrazolo[3,4-d]Pyrimidin-4(7H)-one CC(CCCCC)C1=NC(C2=C(N1)N(N=C2)C(C)C)=O